2-(4-bromo-1-methyl-1H-pyrazol-5-yl)-2,3-dihydro-1H-pyrrolo[3,4-c]pyridin-1-one BrC=1C=NN(C1N1CC=2C=NC=CC2C1=O)C